C(C)(C)(C)OC(=O)C(CCC[C@H](N)C(=O)O)N epsilon-(tert-butoxycarbonyl)-L-lysine